6-chloroindole ClC1=CC=C2C=CNC2=C1